2-(4'-(2-(1-benzyl-1H-1,2,3-triazol-4-yl)ethyl)-[1,1'-biphenyl]-4-yl)-2-methylpropanoic acid C(C1=CC=CC=C1)N1N=NC(=C1)CCC1=CC=C(C=C1)C1=CC=C(C=C1)C(C(=O)O)(C)C